1-(3-(5-bromothiophene-2-carboxamido)cyclohexyl)-2-(pyridin-4-yl)-1H-benzo[d]imidazole-5-carboxamide BrC1=CC=C(S1)C(=O)NC1CC(CCC1)N1C(=NC2=C1C=CC(=C2)C(=O)N)C2=CC=NC=C2